FC(C(=O)O)(F)F.N1(CCC1)CC1=C(CNC2=C(C(=C(C(=C2)F)S(=O)(=O)NC=2N=CSC2)F)C)C(=CC=C1)F 4-((2-(azetidin-1-ylmethyl)-6-fluorobenzyl)amino)-2,6-difluoro-3-methyl-N-(thiazol-4-yl)benzenesulfonamide 2,2,2-trifluoroacetate